1,8-bis-(triethoxy-silyl)-octane C(C)O[Si](CCCCCCCC[Si](OCC)(OCC)OCC)(OCC)OCC